tert-butyl 1-oxo-3,6,9,12-tetraoxapentadecan-15-oate O=CCOCCOCCOCCOCCC(=O)OC(C)(C)C